O1C(COC2=C1C=CC=C2)CN2CC(CCC2)C2=CC=CC=C2 1-(2,3-dihydrobenzo[1,4]dioxin-2-ylmethyl)-3-phenylpiperidine